S(=O)(=O)(C1=CC=C(C)C=C1)OS(=O)(=O)C1=CC=C(C)C=C1 tosyl ether